5-[[4-[5-isobutyl-2-(2H-tetrazol-5-yl)-phenyl]piperazin-1-yl]methyl]-2-methyl-pyrimidine C(C(C)C)C=1C=CC(=C(C1)N1CCN(CC1)CC=1C=NC(=NC1)C)C=1N=NNN1